F[P-](F)(F)(F)(F)F.CN(C)[PH+](N(C)C)N(C)C tris(dimethylamino)phosphonium hexafluorophosphate